NCCC=1C=NC(=NC1)C1=C(C=C(C#N)C=C1)OC=1N(N=C(C1)N(C)CC1CC1)C 4-[5-(2-aminoethyl)pyrimidin-2-yl]-3-[5-[cyclopropylmethyl(methyl)amino]-2-methylpyrazol-3-yl]oxybenzonitrile